NC/C(/CN1N=CC(=C1)C(=O)NC(C)(C)C)=C\F (E)-1-(2-(aminomethyl)-3-fluoroallyl)-N-(tert-butyl)-1H-pyrazole-4-carboxamide